tert-butyl N-[(3R)-7-(5-tert-butyl-1,3,4-oxadiazol-2-yl)-5-[[5-[(4-chlorophenyl)methyl]-3-pyridyl]methyl]-8-fluoro-4-oxo-2,3-dihydro-1,5-benzothiazepin-3-yl]carbamate C(C)(C)(C)C1=NN=C(O1)C=1C(=CC2=C(N(C([C@H](CS2)NC(OC(C)(C)C)=O)=O)CC=2C=NC=C(C2)CC2=CC=C(C=C2)Cl)C1)F